COC(C[C@H](CCl)O)=O (R)-4-chloro-3-hydroxy-butyric acid methyl ester